(R)-2-(6-amino-5-(4-(3,3-difluoropiperidin-4-yl)-1H-pyrazol-1-yl)pyridazin-3-yl)phenol NC1=C(C=C(N=N1)C1=C(C=CC=C1)O)N1N=CC(=C1)[C@@H]1C(CNCC1)(F)F